(2S,5R)-4-(1-(3-cyclopropyl-1,2,4-oxadiazol-5-yl)ethyl)-2,5-diethylpiperazin C1(CC1)C1=NOC(=N1)C(C)N1C[C@@H](NC[C@H]1CC)CC